BrC1=C2CCN(CC2=CC(=C1)NC=1N=NC(=C(N1)NC1=C(C=CC=C1)OC)C(=O)N)C ((5-bromo-2-methyl-1,2,3,4-tetrahydroisoquinolin-7-yl)amino)-5-((2-methoxyphenyl)amino)-1,2,4-triazine-6-carboxamide